methyl 6-(1,4-dimethyl-1H-1,2,3-triazol-5-yl)-1-methyl-4-((2-methyloxazol-4-yl) (tetrahydro-2H-pyran-4-yl) methyl)-1,4-dihydropyrazolo[3',4':4,5]pyrrolo[3,2-b]pyridine-3-carboxylate CN1N=NC(=C1C=1C=C2C(=NC1)C1=C(N2C(C2CCOCC2)C=2N=C(OC2)C)C(=NN1C)C(=O)OC)C